O[C@H]1[C@@H](O[C@@H]([C@H]1O)CO)N1C(=NC(C=C1)=O)SCCC(CCC=C(C)C)C 1-((2R,3R,4S,5R)-3,4-dihydroxy-5-(hydroxymethyl)-tetrahydrofuran-2-yl)-2-((3,7-dimethyloct-6-en-1-yl)thio)-pyrimidin-4(1H)-one